C(C)(C)C1=C(NC2=C(C=CC=C2)[N+](=O)[O-])C(=CC=C1)C(C)C 2,6-diisopropyl-N-(2-nitrophenyl)aniline